C(C)(C)(C)OC(=O)N[C@H](C(=O)O)COC=1C(=NC=CC1)[N+](=O)[O-] (2S)-2-(tert-butoxycarbonylamino)-3-[(2-nitro-3-pyridinyl)oxy]propionic acid